(R)-5-(1-((4-fluoro-2-(trifluoromethyl)phenyl)amino)ethyl)-2,7-dimethyl-3-(2-(1-methyl-6-oxo-1,6-dihydropyridazin-4-yl)pyrimidin-5-yl)isoquinolin-1(2H)-one FC1=CC(=C(C=C1)N[C@H](C)C1=C2C=C(N(C(C2=CC(=C1)C)=O)C)C=1C=NC(=NC1)C=1C=NN(C(C1)=O)C)C(F)(F)F